C(#N)C1=CC(=C(C=C1)C=1N=C(C(=NC1)C1=CC(=CC(=C1)C)C)C1=CC(=CC(=C1)C)C)C 5-(4-cyano-2-methylphenyl)-2,3-bis(3,5-dimethylphenyl)pyrazine